C(C)N(C(=O)[C@H]1CN(C)[C@@H]2CC3=CN(C4=CC=CC(C2=C1)=C34)C(=O)C3CCOCC3)CC 1-(4-tetrahydropyrancarbonyl)-lysergic acid diethylamide